O=C1NC(CCC1N1C(N(C2=C1C=CC(=C2)C2CCN(CC2)CC2CN(CCC2)C(=O)OC(C)(C)C)C)=O)=O tert-butyl 3-({4-[1-(2,6-dioxopiperidin-3-yl)-3-methyl-2-oxo-1,3-benzodiazol-5-yl]piperidin-1-yl}methyl)piperidine-1-carboxylate